7-bromo-2-ethyl-N-[(3-fluorophenyl)-methyl]-4-methyl-quinoline-3-carboxylic acid amide BrC1=CC=C2C(=C(C(=NC2=C1)CC)C(=O)NCC1=CC(=CC=C1)F)C